(S)-N-((S)-7-chloro-1-((3,3-difluorocyclobutyl)formyl)-2,3-dihydro-1H-inden-1-yl)-1-(4-cyanopyridin-2-yl)-N-(3-fluorophenyl)-5-oxopyrrolidine-2-carboxamide ClC=1C=CC=C2CC[C@](C12)(C(=O)C1CC(C1)(F)F)N(C(=O)[C@H]1N(C(CC1)=O)C1=NC=CC(=C1)C#N)C1=CC(=CC=C1)F